pyrimidine-2,4-dione N1C(NC(C=C1)=O)=O